Cl.FC=1C=C(CCNC(=N)N)C=CC1 1-(3-fluorophenethyl)guanidine hydrochloride